7-chloro-4-(((6-(piperidin-4-yl)pyridin-2-yl)oxy)methyl)quinoline ClC1=CC=C2C(=CC=NC2=C1)COC1=NC(=CC=C1)C1CCNCC1